1-(3-(6-(((3S,4S)-4-fluoropiperidin-3-yl)amino)pyridin-2-yl)imidazo[1,2-a]pyrazin-6-yl)piperidin-2-one F[C@@H]1[C@H](CNCC1)NC1=CC=CC(=N1)C1=CN=C2N1C=C(N=C2)N2C(CCCC2)=O